6-cyclopropyl-8-(3-(oxetan-3-yl)-2,4-dioxoimidazolidin-1-yl)imidazo[1,2-a]pyridine-2-carbaldehyde C1(CC1)C=1C=C(C=2N(C1)C=C(N2)C=O)N2C(N(C(C2)=O)C2COC2)=O